[PH2]#P[PH4] triphosphoryne